4-(3-(benzyloxy)-2,6-dimethylphenyl)-1-(2,2-difluoroethyl)-1H-pyrrolo[2,3-b]pyridine-3,6-dicarbonitrile C(C1=CC=CC=C1)OC=1C(=C(C(=CC1)C)C1=C2C(=NC(=C1)C#N)N(C=C2C#N)CC(F)F)C